C(C)(C)(C)OC(=O)C1NC(OC(C(CCC(NCCCOCCOCCOCCCNC(CC1)=O)=O)C(=O)O)C1C2=CC=CC=C2C=2C=CC=CC12)=O 5-(tert-butoxycarbonyl)-1-(9H-fluoren-9-yl)-3,8,24-trioxo-2,13,16,19-tetraoxa-4,9,23-triazacycloheptacosan-27-oic acid